(R)-1-(4-((4-fluorobenzyl)oxy)phenoxy)-3-((2-hydroxyethyl)amino)propan-2-ol FC1=CC=C(COC2=CC=C(OC[C@@H](CNCCO)O)C=C2)C=C1